C(C=CCC)O pent-2-enol